7-(1-(2-Fluoro-4-methylpyridin-3-yl)piperidin-4-yl)-8-methyl-5-((3-(trifluoromethyl)pyridin-2-yl)methyl)pyrido[2,3-b]pyrazin-6(5H)-one FC1=NC=CC(=C1N1CCC(CC1)C1=C(C=2C(=NC=CN2)N(C1=O)CC1=NC=CC=C1C(F)(F)F)C)C